C1(CCCCC1)[Si@H](C1=C(C=CC=C1)P1CC2=C(C3=C(C1)C=CC1=CC=CC=C13)C=1C=CC=CC1C=C2)C2=CC=C(C=C2)OC (4R,11bS)-4-(2-((S)-Cyclohexyl(4-methoxyphenyl)silyl)phenyl)-4,5-dihydro-3H-dinaphtho[2,1-c:1',2'-e]phosphepine